O=C1N(C(C2=CC=CC=C12)=O)OC(=O)C1N(CC1)C(=O)OC(C)(C)C azetidine-1,2-dicarboxylic acid 1-(tert-butyl) 2-(1,3-dioxoisoindolin-2-yl) ester